O=C[C@H](O)CO R-glyceraldehyde